ClC1=CC=C2C(=NN(C2=C1)CC1=NC=CC=C1)C(C)N1N=C(C=2C1=NC=NC2N)C 1-(1-(6-chloro-1-(pyridin-2-ylmethyl)-1H-indazol-3-yl)ethyl)-3-methyl-1H-pyrazolo[3,4-d]pyrimidin-4-amine